2-hydroxy-3-methylbutanoic anhydride OC(C(=O)OC(C(C(C)C)O)=O)C(C)C